C(=C)C1=CC=CC(=N1)CCN 2-(6-vinylpyridin-2-yl)ethan-1-amine